FC(C(=O)O)(F)F.FC1=CC=C(C=C1)C1=CC(=C(C=C1)NC(=O)C=1C=NN2C1N=C(C=C2)N[C@H]2CNCCC2)C (R)-N-(4'-fluoro-3-methyl-[1,1'-biphenyl]-4-yl)-5-(piperidin-3-ylamino)pyrazolo[1,5-a]pyrimidine-3-carboxamide trifluoroacetate salt